2,6,9-triazaspiro[4.5]decane-2,9-dicarboxylate C1N(CCC12NCCN(C2)C(=O)[O-])C(=O)[O-]